dimethyl (3S,8S,9S,12S)-9-benzyl-3,12-di-tert-butyl-8-hydroxy-4,11-dioxo-6-[4-(pyridin-2-yl)benzyl]-2,5,6,10,13-pentaazatetradecanedioate C(C1=CC=CC=C1)[C@@H]([C@H](CN(NC([C@@H](NC(=O)OC)C(C)(C)C)=O)CC1=CC=C(C=C1)C1=NC=CC=C1)O)NC([C@@H](NC(=O)OC)C(C)(C)C)=O